C(CCCCCCCCC\C=C/C=C\CCCC)=O (Z,Z)-11,13-Octadecadienal